CC([O-])C.CC([O-])C.CC([O-])C.CC([O-])C.CC([O-])C.[Nb+5] niobium penta-isopropoxide